2-fluoro-1-(3-(7-methoxy-3-(4-(trifluoromethyl)phenyl)-1H-pyrazolo[3,4-c]pyridin-1-yl)azetidin-1-yl)prop-2-en-1-one FC(C(=O)N1CC(C1)N1N=C(C=2C1=C(N=CC2)OC)C2=CC=C(C=C2)C(F)(F)F)=C